C(C1=CC=CC=C1)NCC(C(F)F)O 3-(benzylamino)-1,1-difluoropropan-2-ol